FC=1C(=NC(=NC1)N1CCC(CC1)C(=O)NC([2H])([2H])C1=C(C(=CC(=C1)F)F)F)C1=NC=NN1C 1-(5-fluoro-4-(1-methyl-1H-1,2,4-triazol-5-yl)pyrimidin-2-yl)-N-((2,3,5-trifluorophenyl)methyl-d2)piperidine-4-carboxamide